tert-butyl (((2S,5R)-5-((S)-1-(4-fluorophenyl)-1,2,3,4-tetrahydroisoquinoline-2-carbonyl)tetrahydrofuran-2-yl)methyl)carbamate FC1=CC=C(C=C1)[C@@H]1N(CCC2=CC=CC=C12)C(=O)[C@H]1CC[C@H](O1)CNC(OC(C)(C)C)=O